tert-Butyl 4-[3-[3-[[2-chloro-6-[3-[2-(2,2,3,3-tetramethylcyclopropyl)ethoxy]pyrazol-1-yl]pyridine-3-carbonyl]sulfamoyl]pyrazol-1-yl]propyl]-2,2-dimethyl-pyrrolidine-1-carboxylate ClC1=NC(=CC=C1C(=O)NS(=O)(=O)C1=NN(C=C1)CCCC1CC(N(C1)C(=O)OC(C)(C)C)(C)C)N1N=C(C=C1)OCCC1C(C1(C)C)(C)C